(R)-N-((S)-1-(o-tolyl)-ethyl)-2-methylpropane-2-sulfinamide C1(=C(C=CC=C1)[C@H](C)N[S@](=O)C(C)(C)C)C